BrC=1C=C(C=CC1)C(C1=NN=CN1C)(C1(COC1)F)F 3-((3-bromophenyl)fluoro(3-fluorooxetan-3-yl)methyl)-4-methyl-4H-1,2,4-triazole